((phosphonooxy)methoxycarbonyl)glycine P(=O)(O)(O)OCOC(=O)NCC(=O)O